Disulfanediylbis(ethane-2,1-diyl) bis(4-nitrophenyl) bis(carbonate) C(OCCSSCCOC(OC1=CC=C(C=C1)[N+](=O)[O-])=O)(OC1=CC=C(C=C1)[N+](=O)[O-])=O